FC1=C(C=CC(=C1)OC1=NN(C=C1)C)NC=1C2=C(N=CN1)C=CC(=N2)N2CCN(CC2)C(=O)OC(C)(C)C tert-Butyl 4-(4-((2-fluoro-4-((1-methyl-1H-pyrazol-3-yl)oxy)phenyl)amino)pyrido[3,2-d]pyrimidin-6-yl)piperazine-1-carboxylate